C[SiH](C1C=CC=C1)C dimethyl-(cyclopentadienyl)silane